6,7-difluorochroman-4-amine FC=1C=C2C(CCOC2=CC1F)N